FC(C=1NC2=CC=NC=C2C(C1)=O)(F)F 2-(trifluoromethyl)-1,6-naphthyridin-4(1H)-one